N-(2-fluoro-5-(trifluoromethyl)phenyl)-6-(pyrimidin-5-ylmethyl)-4,5,6,7-tetrahydrothieno[2,3-c]pyridine-3-carboxamide FC1=C(C=C(C=C1)C(F)(F)F)NC(=O)C1=CSC=2CN(CCC21)CC=2C=NC=NC2